C(C)(C)(C)C1C=C(C=C(C1(O)O)C)C1=CC(=CC(=C1)C)C(C)(C)C 3,3'-di-tert-butyl-5,5'-dimethyl-(1,1'-biphenyl)-4,4-diol